((5-(2-(4-(aminomethyl)cyclohexane-1-carboxamido)-3-(naphthalen-2-yl)propanamido)-1-carboxypentyl)carbamoyl)glutamic acid NCC1CCC(CC1)C(=O)NC(C(=O)NCCCCC(C(=O)O)NC(=O)N[C@@H](CCC(=O)O)C(=O)O)CC1=CC2=CC=CC=C2C=C1